O=C1NC=2C3CCC(C2C=C1C1CCN(CC1)C(=O)OC(C)(C)C)C3 tert-butyl 4-(2-oxo-1,2,5,6,7,8-hexahydro-5,8-methanoquinolin-3-yl)piperidine-1-carboxylate